(M)-6-Chloro-4-[(2S,5R)-2,5-dimethyl-4-prop-2-enoyl-piperazin-1-yl]-1-(2-isopropyl-4-methyl-3-pyridyl)-7-[2-(trifluoromethyl)phenyl]pyrido[2,3-d]pyrimidin-2-one ClC1=CC2=C(N(C(N=C2N2[C@H](CN([C@@H](C2)C)C(C=C)=O)C)=O)C=2C(=NC=CC2C)C(C)C)N=C1C1=C(C=CC=C1)C(F)(F)F